t-butylperoxy-sec-butyl monocarbonate C(OC(C)(CC)OOC(C)(C)C)([O-])=O